2-(4-(3-(5-ethyl-4-oxo-7-propyl-4,5-dihydro-3H-pyrrolo[3,2-d]pyrimidin-2-yl)-4-propoxyphenylsulfonyl)piperazin-1-yl)ethyl (5S)-5,6-bis(nitrooxy)hexyl carbonate C(OCCN1CCN(CC1)S(=O)(=O)C1=CC(=C(C=C1)OCCC)C=1NC(C2=C(N1)C(=CN2CC)CCC)=O)(OCCCC[C@@H](CO[N+](=O)[O-])O[N+](=O)[O-])=O